NC1=CC=CC(=N1)S(=O)(=O)NC1=NC(=C(C=C1)Cl)C1=C(C=C(C=C1)F)C 6-amino-N-(5-chloro-6-(4-fluoro-2-methylphenyl)pyridin-2-yl)pyridine-2-sulfonamide